8-(1,3,4-oxadiazol-2-yl)-4-(trifluoromethyl)imidazo[1,2-a][1,8]naphthyridin-2-ol O1C(=NN=C1)C=1N=C2N(C=3N=C(C=C(C3C=C2)C(F)(F)F)O)C1